OCCNCC(CCCCCCCCCCCC)O N-hydroxyethyl-N-(2-hydroxytetradecyl)amine